C(C)(C)(C)[C@H](C(=O)O)C1C=2N(C3=C(C(=N1)C1=CC=C(C=C1)Cl)C(=C(S3)C)C)C(=NN2)C (S)-tert-butyl-2-(4-(4-chlorophenyl)-2,3,9-trimethyl-6H-thieno[3,2-f][1,2,4]triazolo[4,3-a][1,4]diazepin-6-yl)acetic acid